Trans-4-[(2-amino-3,5-dibromophenyl)methylamino]cyclohexan-1-ol hydrochloride Cl.NC1=C(C=C(C=C1Br)Br)CN[C@@H]1CC[C@H](CC1)O